C(C)(C)(C)OC(=O)N1C(=CC2=CC(=CC(=C12)F)F)C1=CC=C(C=C1)F 5,7-difluoro-2-(4-fluorophenyl)indole-1-carboxylic acid tert-butyl ester